BrCC1=NC(=CC=C1OCCCN1C(C2=CC=CC=C2C1=O)=O)CBr 2-(3-((2,6-bis(bromomethyl)pyridin-3-yl)oxy)propyl)isoindoline-1,3-dione